FC(CO)(S(=O)(=O)[O-])F.C(C(=C)C)(=O)OC1=CC=C(C=C1)C1=C(C=CC=2[SH+]C3=C(C21)C=CC=C3)C(C3=CC=C(C=C3)OC)(OC)OC 4-methacryloxyphenyl-2-[dimethoxy-(4-methoxyphenyl)methyl]dibenzothiophenium 1,1-difluoro-2-hydroxyethanesulfonate